N=1N(N=C2C1C=CC=C2)C2=CC=CC1=CC=CC=C21 4-(2H-benzo[d][1,2,3]triazol-2-yl)naphthalene